ClC1=C(C=C2C=C(N=CC2=C1)NC(=O)[C@H]1[C@@H](CC1)C#N)N1CCN(CC1)[C@@]1(COC[C@@H]1O)C (1R,2R)-N-[7-chloro-6-[4-((3R,4R)-4-hydroxy-3-methyl-tetrahydrofuran-3-yl)piperazin-1-yl]-3-isoquinolinyl]-2-cyano-cyclobutanecarboxamide